N1C(=CC2=CC=CC=C12)C(=O)O indolic acid